CCCCCCCCC=C 9-decaene